4-chloro-2,6-dicyclohexyl-propylaniline ClC1=CC=C(NCC(C)C2CCCCC2)C(=C1)C1CCCCC1